N-(3-cyano-4-ethyl-1H-indol-7-yl)-1,3-thiazole-2-sulfonamide C(#N)C1=CNC2=C(C=CC(=C12)CC)NS(=O)(=O)C=1SC=CN1